C1(=CC=CC=C1)S(=O)(=O)N1C=C(C2=CC=CC(=C12)NCC#C)C1CCN(CC1)C(=O)OC(C)(C)C tert-butyl 4-(1-(phenylsulfonyl)-7-(prop-2-yn-1-ylamino)-1H-indol-3-yl)piperidine-1-carboxylate